C(C1=CC=CC=C1)N1C(CCC2=CC(=CC=C12)NC(NC1=CC=CC=C1)=O)=O 3-(1-benzyl-2-oxo-3,4-dihydroquinolin-6-yl)-1-phenylurea